2-(4-((5-chloro-4-((2-(dimethylphosphoryl)phenyl)amino)pyrimidin-2-yl)amino)-2-cyclopropylphenyl)-2-azaspiro[3.5]nonan-7-one ClC=1C(=NC(=NC1)NC1=CC(=C(C=C1)N1CC2(C1)CCC(CC2)=O)C2CC2)NC2=C(C=CC=C2)P(=O)(C)C